(fluoromethyl)-5-oxo-1,4,5,7-tetrahydrofuro[3,4-b]pyridine-3-carboxylate FCOC(=O)C=1CC2=C(NC1)COC2=O